FC=1C=C(CN2N=CC(=C2)CNC(OC(C)(C)C)=O)C=C(C1F)F tert-Butyl ((1-(3,4,5-trifluorobenzyl)-1H-pyrazol-4-yl)methyl)carbamate